3-fluorobut-2-en-1-ol FC(=CCO)C